calcium thiophosphonate P([O-])([O-])=S.[Ca+2]